copper alaninate N[C@@H](C)C(=O)[O-].[Cu+2].N[C@@H](C)C(=O)[O-]